2-(2-(2-(3-(but-3-yn-1-yl)-3H-diazirin-3-yl)ethoxy)phenyl)-N-(3-(piperidin-1-yl)propyl)benzo[d]imidazo[2,1-b]thiazole-7-carboxamide C(CC#C)C1(N=N1)CCOC1=C(C=CC=C1)C=1N=C2SC3=C(N2C1)C=CC(=C3)C(=O)NCCCN3CCCCC3